14-hydroperoxy-docosapentaenoic acid O(O)C(CCC=CC=CC=CC=CC=CC(=O)O)CCCCCCCC